((5-bromo-6-methoxypyridin-2-yl)methyl)propanamide sodium 2,3-dibromopropanesulfonate BrC(CS(=O)(=O)[O-])CBr.[Na+].BrC=1C=CC(=NC1OC)CC(C(=O)N)C